COC=1C=C(N=NC1OC)C1=CC=C(C=C1)CN[C@@H]1C[C@@H]([C@H](CC1)OC)N (1S,3S,4S)-N1-{[4-(5,6-Dimethoxypyridazin-3-yl)phenyl]methyl}-4-methoxycyclohexane-1,3-diamine